octadeca-5,9,12-triene CCCCC=CCCC=CCC=CCCCCC